13-methoxy-N-methyl-8,11-dioxa-2,15,21,25,29-pentaazapentacyclo[17.6.2.1^{3,7}.1^{12,16}.0^{23,27}]nonacosa-1(26),3,5,7(29),12(28),13,15,19(27),20,22,24-undecaen-17-yn-22-amine COC=1C=2OCCOC=3C=CC=C(NC=4N=CC5=C(N=CC(C#CC(=NC1)C2)=C5C4)NC)N3